N-[6-[2-[2-(2-benzyloxyethoxy)ethoxy]ethoxy]-4-methyl-3-pyridyl]acetamide C(C1=CC=CC=C1)OCCOCCOCCOC1=CC(=C(C=N1)NC(C)=O)C